CN(C1CCN(CC1)CC(C(=O)O)=C)C 2-((4-(dimethylamino)piperidin-1-yl)methyl)acrylic acid